methoxy-3-(4-methylphenyl)-benzoimidazol-2-one COC1=CC=CC=2NC(N(C21)C2=CC=C(C=C2)C)=O